BrC=1N=C(C=2N(C1)C=NN2)NC2=CC(=C(C=C2)N2CCOCC2)C 6-bromo-N-(3-methyl-4-morpholinylphenyl)-[1,2,4]triazolo[4,3-a]pyrazin-8-amine